FC=1C=C(C=C(C1)N(C(=O)C1CCCCC1)C([2H])C1=C(C=C(C=C1)C=1C=C2C=NN(C2=CC1)C)F)/C=C/C(=O)OC methyl (E)-3-(3-fluoro-5-(N-((2-fluoro-4-(1-methyl-1H-indazol-5-yl)phenyl)methyl-d)cyclohexanecarboxamido)phenyl)acrylate